ethyl 6-[(6-acetyl-2-pyridyl)oxy]-2-(3,4-dichlorophenyl)-1-ethyl-4-oxo-pyridine-3-carboxylate C(C)(=O)C1=CC=CC(=N1)OC1=CC(C(=C(N1CC)C1=CC(=C(C=C1)Cl)Cl)C(=O)OCC)=O